[1-(2,4-dimethylphenyl)-5-phenylimidazol-2-yl]phenyl-methanone CC1=C(C=CC(=C1)C)N1C(=NC=C1C1=CC=CC=C1)C(=O)C1=CC=CC=C1